N-[2,6-dibromo-4-(1,1,1,2,3,3,3-heptafluoropropan-2-yl)phenyl]-3-[N-(Cyclopropylmethyl)-2-ethyl-4-cyanobenzamido]-4-fluorobenzamide BrC1=C(C(=CC(=C1)C(C(F)(F)F)(C(F)(F)F)F)Br)NC(C1=CC(=C(C=C1)F)N(C(C1=C(C=C(C=C1)C#N)CC)=O)CC1CC1)=O